methyl (4-nitrophenyl) (3-(pentadecyloxy)propyl) phosphate P(=O)(OC)(OC1=CC=C(C=C1)[N+](=O)[O-])OCCCOCCCCCCCCCCCCCCC